(S)-4-ethyl-8,10-difluoro-4,9-di-hydroxy-11-(4-hydroxybutyl)-1,12-dihydro-14H-pyrano[3',4':6,7]indolizino[1,2-b]quinoline-3,14(4H)-dione C(C)[C@]1(C(OCC=2C(N3CC=4C(=NC=5C=C(C(=C(C5C4CCCCO)F)O)F)C3=CC21)=O)=O)O